[Si](C1=CC=CC=C1)(C1=CC=CC=C1)(C(C)(C)C)OCCCC1C[C@@H]2CC(C[C@@H]2C1)=O (3aR,5s,6aS)-5-(3-((tert-butyldiphenylsilyl)oxy)propyl)hexahydropentalen-2(1H)-one